[S]-lysyl-[S]-lysyl-[S]-lysine N[C@@H](CCCCN)C(=O)N[C@@H](CCCCN)C(=O)N[C@@H](CCCCN)C(=O)O